ClCC(=O)N1[C@@H](CCC1)C(N)=O (S)-N-chloroacetyl-2-carbamoyl-pyrrolidine